7-METHYL-4-OXO-2-PIPERIDIN-1-YL-4H-PYRIDO[1,2-A]PYRIMIDINE-3-CARBALDEHYDE CC=1C=CC=2N(C(C(=C(N2)N2CCCCC2)C=O)=O)C1